cerotic amide C(CCCCCCCCCCCCCCCCCCCCCCCCC)(=O)N